(6S)-5-(2-methyltetrahydrofuran-2-carbonyl)-N-((S)-3-oxo-1-((S)-2-oxopyrrolidin-3-yl)-4-(trifluoromethoxy)butan-2-yl)-5-azaspiro[2.4]heptane-6-carboxamide CC1(OCCC1)C(=O)N1CC2(CC2)C[C@H]1C(=O)N[C@@H](C[C@H]1C(NCC1)=O)C(COC(F)(F)F)=O